1-(2-vinyl-phenyl)ethanone C(=C)C1=C(C=CC=C1)C(C)=O